2-[4-Chloro-5-[(3R,4R)-1-[2-[1-[(4-methoxyphenyl)methyl]triazol-4-yl]ethylsulfonyl]-3-methyl-4-piperidyl]-1H-imidazol-2-yl]-5-fluoro-pyridine ClC=1N=C(NC1[C@H]1[C@H](CN(CC1)S(=O)(=O)CCC=1N=NN(C1)CC1=CC=C(C=C1)OC)C)C1=NC=C(C=C1)F